NC=1C=C(C=CC1)C(=O)C1=CC(=CC=C1)N bis(3-aminophenyl)methanone